COC1=CC(=CC(=C1OC)OC)C[C@@H]2COC[C@H]2CC3=CC4=C(C=C3)OCO4 The molecule is a lignan that consists of tetrahydrofuran substituted by a 5-methyl-1,3-benzodioxole group at position 3 and a 3,4,5-trimethoxybenzyl group at position 4 (the 3S,4S stereoisomer). It has a role as an antineoplastic agent and a metabolite. It is a member of benzodioxoles, a cyclic acetal, a lignan and a member of methoxybenzenes.